C(#N)C1=CNC2=C(C=CC(=C12)C)NS(=O)(=O)C=1C=NN(C1)C(COC)CO N-(3-cyano-4-methyl-1H-indol-7-yl)-1-[1-(hydroxymethyl)-2-methoxy-ethyl]pyrazole-4-sulfonamide